[1,2,4]triazolo[1,5-a]pyridine-2-carbaldehyde N=1C(=NN2C1C=CC=C2)C=O